C(C)(C)(C)OC(=O)N1CC[C@@H](CCC1)C1=C2C(=NC=C1)NC(=N2)C2CCOCC2.ClC2=CC=C(C=C2)C2=CC=C(C=C2)C2=CC1=CC=CC=C1C=C2 |r| 2-(4'-chloro-[1,1'-biphenyl]-4-yl)naphthalene (rac)-tert-butyl-4-(2-tetrahydropyran-4-yl-3H-imidazo[4,5-b]pyridin-7-yl)azepane-1-carboxylate